di(n-octyl)cyclononane C(CCCCCCC)C1(CCCCCCCC1)CCCCCCCC